N,N-dimethylaminobenzyl-amine CNN(NC)CC1=CC=CC=C1